methyltri(trichloroacetoxy)silane C[Si](OC(C(Cl)(Cl)Cl)=O)(OC(C(Cl)(Cl)Cl)=O)OC(C(Cl)(Cl)Cl)=O